tert-butyl (1-(6-amino-2-isobutylpyrimidin-4-yl)azetidin-3-yl)(methyl)carbamate NC1=CC(=NC(=N1)CC(C)C)N1CC(C1)N(C(OC(C)(C)C)=O)C